1-cyclopropyl-2-(4-(4,4,5,5-tetramethyl-1,3,2-dioxaborolan-2-yl)-1H-pyrazol-1-yl)ethan-1-one C1(CC1)C(CN1N=CC(=C1)B1OC(C(O1)(C)C)(C)C)=O